1-(3-bromopropyl)-4-methylpiperazine BrCCCN1CCN(CC1)C